FC1=CC=C(C=C1)N1C(=C(C2=C1C=C1C=NNC1=C2)C2=C(C=C(C(=O)O)C=C2)C)C2CCOCC2 4-[5-(4-Fluorophenyl)-6-tetrahydropyran-4-yl-1H-pyrrolo[2,3-f]indazol-7-yl]-3-methyl-benzoic acid